ClC1=CC=C2C(=CNC2=C1C=1N=COC1)S(=O)(=O)NC1=NC(=C(C(=N1)OC)OCC(F)F)OC 6-chloro-N-[5-(2,2-difluoroethoxy)-4,6-dimethoxy-pyrimidin-2-yl]-7-oxazol-4-yl-1H-indole-3-sulfonamide